OC1=C(C(=CC(=C1S(=O)(=O)CCN1C(CCC1=O)=O)CCCCC)O)C1=CC(=CC=C1)C 1-(2-((2,6-dihydroxy-3'-methyl-4-pentyl-[1,1'-biphenyl]-3-yl)sulfonyl)ethyl)pyrrolidine-2,5-dione